C(C=1C(C(=O)OCCCCCCC(C)C)=CC=CC1)(=O)OCCCCCCC(C)C di(isononyl) phthalate